ClC=1C=C2C(=NC(=NC2=C(C1C1=C2C=NNC2=CC=C1C)OC1CC1)OC[C@H]1N(CCC1)C)N1[C@@H](CN(CC1)C(C=C)=O)C 1-((3R)-4-(6-chloro-8-cyclopropoxy-7-(5-methyl-1H-indazol-4-yl)-2-(((S)-1-methylpyrrolidin-2-yl)methoxy)quinazolin-4-yl)-3-methylpiperazin-1-yl)prop-2-en-1-one